C1(CCCCC1)P(C1(C(=C(C=C(C1)C(C)C)C(C)C)C1=CC=CC=C1)C(C)C)C1CCCCC1 2-dicyclohexylphosphino-2,4,6-tri-i-propyl-1,1-biphenyl